(S)-8-(4-(4-(aminomethyl)-1-oxo-1,2-dihydrophthalazin-6-yl)-1-(methyl-d3)-1H-pyrazol-5-yl)-7-fluoro-2,3,3a,4-tetrahydro-1H-benzo[b]pyrrolo[1,2-d][1,4]oxazine-9-carbonitrile NCC1=NNC(C2=CC=C(C=C12)C=1C=NN(C1C1=C(C2=C(OC[C@H]3N2CCC3)C=C1F)C#N)C([2H])([2H])[2H])=O